[Li+].F[H-]F.[K+].F[H-]F potassium bifluoride, lithium salt